1-ethyl-N-[(1s,4s)-4-{[4-cyano-3-methyl-5-(trifluoromethyl)phenyl]amino}cyclohexyl]-1H-pyrazole-5-carboxamide C(C)N1N=CC=C1C(=O)NC1CCC(CC1)NC1=CC(=C(C(=C1)C(F)(F)F)C#N)C